C1(=CC=CC=C1)C(C)N1CCCCC1 1-(1-phenylethyl)piperidin